2-fluoro-6-formyl-4-(3-(4-(pyrrolidin-1-yl)phenyl)-1,2,4-thiadiazol-5-yl)phenyl dimethylcarbamate CN(C(OC1=C(C=C(C=C1C=O)C1=NC(=NS1)C1=CC=C(C=C1)N1CCCC1)F)=O)C